COC(C1=C(C=C(C=C1)OCCC)OCCC)=O (l)-2,4-Dipropoxybenzoic acid methyl ester